bis[3,5-di-tert-butylphenyl]pentaerythritol diphosphite OP(O)OP(O)O.C(C)(C)(C)C=1C=C(C=C(C1)C(C)(C)C)C(O)(C(CO)(CO)CO)C1=CC(=CC(=C1)C(C)(C)C)C(C)(C)C